C1=C(C=CC2=CC=CC=C12)N(C=1C=CC=2NC3=CC=CC=C3C2C1)C1=CC2=CC=CC=C2C=C1 N,N-di(naphthalen-2-yl)-9H-carbazol-3-amine